(2R)-1-(1H-indazol-4-yl)-N-(2,2,2-trifluoroethyl)propan-2-amine N1N=CC2=C(C=CC=C12)C[C@@H](C)NCC(F)(F)F